ClC=1C(=NC=CC1C1=C(C(=CC=C1)C1=NC(=C(C=C1)CNC1CCOCC1)OC)Cl)C1=CC(=C(CNC2CCN(CC2)C(C)=O)C=C1)OC 1-(4-((4-(3-chloro-4-(2-chloro-3-(6-methoxy-5-(((tetrahydro-2H-pyran-4-yl)amino)methyl)pyridin-2-yl)phenyl)pyridin-2-yl)-2-methoxybenzyl)amino)piperidin-1-yl)ethan-1-one